2-(3-(sec-butyl)-2-oxo-2,3,4,5-tetrahydro-1H-benzo[1,4]diazepine-4-carbonyl)-1H-pyrrolo[3,2-b]pyridine-5-carboxamide C(C)(CC)C1C(NC2=C(CN1C(=O)C1=CC3=NC(=CC=C3N1)C(=O)N)C=CC=C2)=O